ClC=1C(=C(C=CC1)[C@@]1(CN(CC1)C(C=C)=O)NC1=CC=C2C(N(C(C2=C1)=O)C)(C)C)C 6-{[(3S)-3-(3-Chloro-2-methylphenyl)-1-(prop-2-enoyl)pyrrolidin-3-yl]amino}-2,3,3-trimethylisoindol-1-one